COC=1C=C(CC2=NC=CC(=C2)N2N=CC=3C(NCCC32)=O)C=CC1C(F)(F)F 1-(2-(3-methoxy-4-(trifluoromethyl)benzyl)pyridin-4-yl)-1,5,6,7-tetrahydro-4H-pyrazolo[4,3-c]pyridin-4-one